NC1=CC=NC(=C1C=O)OC 4-AMINO-2-METHOXYNICOTINALDEHYDE